2-oxo-dihydro-7-aza-indol O=C1NC2=NC=CC=C2C1